C(C)(C)C1=NN(C(C2=CC(=CC=C12)C(F)(F)F)=O)CC(=O)OC methyl 2-(4-isopropyl-1-oxo-7-(trifluoromethyl)phthalazin-2(1H)-yl)acetate